ethyl α-benzoylacetate C(C1=CC=CC=C1)(=O)CC(=O)OCC